OCC(CO)(CO)NC(=O)[C@@H]1CN(CCC1)CC1=CC(=C(C=C1)NC(=O)NC12C[C@]3(C[C@](CC(C1)C3)(C2)C)C)F (S)-N-(1,3-dihydroxy-2-(hydroxymethyl)propan-2-yl)-1-(4-(3-((1r,3R,5S,7S)-3,5-dimethyladamantan-1-yl)ureido)-3-fluorobenzyl)piperidine-3-carboxamide